[Na].NCC(C)(O)C1=CC=C(C=C1)Cl 3-amino-2-(4-chlorophenyl)-2-hydroxypropane sodium